The molecule is a member of the class of cinnamic acids that is trans-cinnamic acid carrying a methoxy substituent at position 2 on the benzene ring. It has a role as a Brassica napus metabolite and an EC 1.14.18.1 (tyrosinase) inhibitor. It is a member of cinnamic acids and a monomethoxybenzene. It derives from a trans-cinnamic acid. COC1=CC=CC=C1/C=C/C(=O)O